FC1=C(C(=CC(=C1)NC1CN(C1)CCCF)F)[C@@H]1N([C@H](CC2=C1NC1=CC=CC=C21)C)C21CC(C2)(C1)C(=O)N 3-((1S,3S)-1-(2,6-difluoro-4-((1-(3-fluoropropyl)azetidin-3-yl)amino)phenyl)-3-methyl-1,3,4,9-tetrahydro-2H-pyrido[3,4-b]indol-2-yl)bicyclo[1.1.1]pentane-1-carboxamide